C(C)(C)(C)OC(=O)N[C@H](C(=O)OCC(CCCCCCC)CCCCCCC)CC1=CC(=CC(=C1)F)F 2-Heptylnonyl (S)-2-((tert-butoxycarbonyl)amino)-3-(3,5-difluorophenyl)propanoate